O[C@@H]1[C@H](O[C@@H](CC12CC2)CC(=O)OC)\C=C\I Methyl {(5S,7R,8S)-8-hydroxy-7-[(E)-2-iodovinyl]-6-oxaspiro[2.5]oct-5-yl}acetate